5-bromo-4-hexyl-2-methoxybenzaldehyde BrC=1C(=CC(=C(C=O)C1)OC)CCCCCC